CC(CC(C(C(C(=O)[O-])(CC(CCCC)(C)C)CC(CCCC)(C)C)(O)C(=O)[O-])C(=O)[O-])(CCCC)C Tri(2,2-dimethyl-1-hexyl)citrat